COC[C@H](C)NC=1N=CC2=C(N1)NC=C2C2=CC=1C=NC=CC1S2 (S)-N-(1-methoxypropan-2-yl)-5-(thieno[3,2-c]pyridin-2-yl)-7H-pyrrolo[2,3-d]pyrimidin-2-amine